2-benzyl-4-methoxypyrrolo[1,2-d][1,2,4]triazin-1(2H)-one C(C1=CC=CC=C1)N1N=C(N2C(C1=O)=CC=C2)OC